ClC1=C(C(=CC=C1)C(F)(F)F)NS(=O)(=O)C=1C=C(C=NC1OC)NC(=O)C=1OC(=CN1)C1=CC=CC=C1 N-(5-(N-(2-chloro-6-(trifluoromethyl)phenyl)sulfamoyl)-6-methoxypyridin-3-yl)-5-phenyloxazole-2-carboxamide